(S)-3-((3aS,6aR)-hexahydrocyclopenta[b]pyrrol-3a(1H)-yl)-5-(piperidin-1-ylmethyl)-5,6-dihydro-1,4,2-dioxazine N1[C@H]2[C@@](CC1)(CCC2)C2=NOC[C@@H](O2)CN2CCCCC2